C(C1=CC=CC=C1)(=O)[C@@H]1N(C[C@@H](C1)OC)C(=O)OC(C)(C)C tert-butyl (2R,4R)-2-benzoyl-4-methoxypyrrolidine-1-carboxylate